C(C)(C)(C)OC(=O)N1CCC(CC1)C1=CC=C2C(=NC=NN21)N 4-(4-Aminopyrrolo[2,1-f][1,2,4]triazin-7-yl)piperidine-1-carboxylic acid tert-butyl ester